NC1=NC=CC=2N1C(=NC2C2CN(CCC2)CC#CC)C2=C(C=C(C(=O)NC1=NC=CC(=C1)C#N)C=C2)F 4-(5-amino-1-(1-(but-2-ynyl)piperidin-3-yl)imidazo[1,5-c]pyrimidin-3-yl)-N-(4-cyanopyridin-2-yl)-3-fluorobenzamide